cumyl phenyl ether sulfate salt S(=O)(=O)(O)O.C1(=CC=CC=C1)OC(C)(C)C1=CC=CC=C1